COC=1C=C(C=CC1OC)[C@@]12CCN([C@H]2C\C(\CC1)=N\NS(=O)(=O)C1=CC=C(C=C1)C)C N-[(E)-[(3aS,7aS)-3a-(3,4-dimethoxyphenyl)-1-methyl-2,3,4,5,7,7a-hexahydroindol-6-ylidene]amino]-4-methyl-benzenesulfonamide